n-decanoyl-ammonia C(CCCCCCCCC)(=O)N